O1CCN(CC1)C=1OC=2C(=NC=C(C2)NC(=O)C2=CC=CC(=N2)C=2C=NC(=CC2)NC(OC(C)(C)C)=O)N1 tert-butyl (6-((2-morpholinooxazolo[4,5-b]pyridin-6-yl)carbamoyl)-[2,3'-bipyridin]-6'-yl)carbamate